OCC(CCC1=CC=CC=C1)(CO)NC(C)=O N-[1,1-bis(hydroxymethyl)-3-phenylpropyl]acetamide